NC=1C2=C(N=C(N1)C(F)(F)F)N(C=C2C2=C(C=C(C=C2)NC(C(O)C2=CC(=CC=C2)F)=O)C)C N-(4-(4-amino-7-methyl-2-(trifluoromethyl)-7H-pyrrolo[2,3-d]pyrimidin-5-yl)-3-methylphenyl)-2-(3-fluorophenyl)-2-hydroxyacetamide